CS(=O)(=O)N1C(=CC=C1)C=CC(=O)O 3-(1-(methyl-sulfonyl)-1H-pyrrol-2-yl)acrylic acid